C(\C=C\C(=O)O)(=O)O.NC1=C2C(=NC=N1)N(N=C2C2=CC=C(C=C2)OC2=CC=CC=C2)C2CCN(CC2)C2CN(C2)C2CN(C2)C=2C=C1C(N(C(C1=CC2)=O)C2C(NC(CC2)=O)=O)=O 5-[3-[3-[4-[4-Amino-3-(4-phenoxyphenyl)pyrazolo[3,4-d]pyrimidin-1-yl]-1-piperidinyl]Azetidin-1-yl]azetidin-1-yl]-2-(2,6-dioxo-3-piperidinyl)isoindoline-1,3-dione fumarate